FC(C(=O)O)(F)F.NCC1=C(C=C(C=C1)NC1=NC=2N(C(=C1)NC1CC1)N=CC2C#N)CS(=O)(=O)C 5-((4-(aminomethyl)-3-((methylsulfonyl)methyl)phenyl)amino)-7-(cyclopropylamino)pyrazolo[1,5-a]pyrimidine-3-carbonitrile monotrifluoroacetic acid salt